C(CCCCCCCCCCCCCCCCCCCCC)CC(=O)N behenyl-acetamide